C(C)C(COC=1C=CC=C(C1)O)CCCC 5-((2-ethylhexyl)oxy)-phenol